CC1=CC=C(C=C1)S(=O)(=O)O\N=C(\C1=NC=C(C=C1[S@](=O)CC)C1(CC1)C#N)/N [(Z)-[amino-[5-(1-cyanocyclopropyl)-3-[(R)-ethylsulfinyl]-2-pyridyl]methylene] amino] 4-methylbenzenesulfonate